FC1=NC(=C(C(=C1F)CC#N)F)C(F)(F)F 2-(2,3,5-trifluoro-6-(trifluoromethyl)pyridin-4-yl)acetonitrile